1,2-diacetyldisilane C(C)(=O)[SiH2][SiH2]C(C)=O